fluoro-3-isopropyl-2-methyl-2H-indazol FC=1C2=C(N(N=C2C=CC1)C)C(C)C